OCC(COCC(CO)(CO)C)(CC)CO 2-((2,2-bis(hydroxymethyl)butoxy)methyl)-2-methylpropane-1,3-diol